(3R)-4-(6-(8-oxa-3-azabicyclo[3.2.1]oct-3-yl)-3-chloropyridazin-4-yl)-3-methylpiperazine-1-carboxylic acid tert-butyl ester C(C)(C)(C)OC(=O)N1C[C@H](N(CC1)C1=C(N=NC(=C1)N1CC2CCC(C1)O2)Cl)C